[Pd].[Pd].CN(C)C(C(C)=O)CC1=CC=CC=C1.CN(C)C(C(C)=O)CC1=CC=CC=C1.CN(C)C(C(C)=O)CC1=CC=CC=C1 tris(dimethylaminobenzyl-acetone) dipalladium